((6-chloro-4-(1-(trifluoromethyl)cyclopropyl)pyridin-2-yl)imino)dimethyl-λ6-sulfanone ClC1=CC(=CC(=N1)N=S(=O)(C)C)C1(CC1)C(F)(F)F